IC=1C=C(C=C(C1)C(=O)OCC)C(=O)OCC diethyl 5-iodo-1,3-benzenedicarboxylate